NC1=C2NC(N(C2=NC(=N1)OCC)CC=1C=NC(=CC1)OCCN(C)C)=O 6-amino-9-({6-[2-(dimethylamino)ethoxy]pyridin-3-yl}methyl)-2-ethoxy-7,9-dihydro-8H-purin-8-one